N-(4-((2-amino-3-(3-aminoprop-1-yn-1-yl)pyridin-4-yl)oxy)-3-fluorophenyl)-1-phenyl-5-(Trifluoromethyl)-1H-pyrazole-4-carboxamide NC1=NC=CC(=C1C#CCN)OC1=C(C=C(C=C1)NC(=O)C=1C=NN(C1C(F)(F)F)C1=CC=CC=C1)F